ClC1=CC=C(CC2=CN=C(S2)NC(C2=CC=C(C=C2)CC=2C=C3C(N(C(C3=CC2)=O)C2C(NC(CC2)=O)=O)=O)=O)C=C1 N-(5-(4-chlorobenzyl)thiazol-2-yl)-4-((2-(2,6-dioxopiperidin-3-yl)-1,3-dioxoisoindolin-5-yl)methyl)benzamide